OC[C@H]1N(CCN(C1)C)[C@H]1CN(CC1)C(=O)OC(C)(C)C tert-Butyl (R)-3-((S)-2-(hydroxymethyl)-4-methylpiperazin-1-yl)pyrrolidine-1-carboxylate